ClC1=CC(=C(NC2=NN3C(CN(CC3)C(=O)OC(C)(C)C)=C2)C=C1)F tert-butyl 2-(4-chloro-2-fluoroanilino)-6,7-dihydropyrazolo[1,5-a]pyrazine-5(4H)-carboxylate